C1(CCC1)CC(=O)NC1=CSC(=C1)C1=NC(=CN=C1)C1=CC(=C(C=C1)OCCN1CCN(CC1)C)OC 2-cyclobutyl-N-{5-[6-(3-methoxy-4-{[2-(4-methylpiperazin-1-yl)ethyl]oxy}phenyl)pyrazin-2-yl]thiophen-3-yl}acetamide